C1(CC1)C=1N=CC=2C=C3C(=C(C2C1)S(=O)(=O)NCC(C)C)C(CC3)O 3-cyclopropyl-6-hydroxy-N-(2-methylpropyl)-7,8-dihydro-6H-cyclopenta[g]Isoquinoline-5-sulfonylAmine